C([2H])([2H])([2H])N(C1=C(C(=CC=C1)F)C=1C(=CC2=C(N(C(N=C2N2[C@H](CNCC2)C)=O)C=2C(=NC=CC2C([2H])([2H])[2H])C(C)C)N1)F)C([2H])([2H])[2H] 7-(2-(bis(methyl-d3)amino)-6-fluorophenyl)-6-fluoro-1-(2-isopropyl-4-(methyl-d3)pyridin-3-yl)-4-((S)-2-methylpiperazin-1-yl)pyrido[2,3-d]pyrimidin-2(1H)-one